C(CCC)(=O)C=1C(OC2=CC(=CC=C2C1)OC)=O 3-Butyryl-7-methoxycoumarin